(S)-N-(8,9-difluoro-6-oxo-1,4,5,6-tetrahydro-2H-pyrano[3,4-c]isoquinolin-1-yl)-N-methylbenzo[d]oxazole-5-carboxamide FC=1C(=CC=2C3=C(NC(C2C1)=O)COC[C@H]3N(C(=O)C=3C=CC1=C(N=CO1)C3)C)F